4-(4-propenoylpiperazin-1-yl)-7-(2-amino-7-fluorobenzo[d]thiazol-4-yl)-6-chloro-2-cyclopropyl-8-fluoroquinoline-3-carbonitrile C(C=C)(=O)N1CCN(CC1)C1=C(C(=NC2=C(C(=C(C=C12)Cl)C1=CC=C(C2=C1N=C(S2)N)F)F)C2CC2)C#N